4-([1,2,4]Triazolo[1,5-a]pyridin-7-yloxy)-2-methoxy-5-methylaniline N=1C=NN2C1C=C(C=C2)OC2=CC(=C(N)C=C2C)OC